C(C1=CC=CC=C1)NP(OC[C@]1(N2CCC(C1=O)CC2)COC)(OC[C@]2(N1CCC(C2=O)CC1)COC)=O bis(((1S,2R,4S)-2-(methoxymethyl)-3-oxoquinuclidin-2-yl)methyl) benzylphosphoramidate